meta-benzenedisulfonic acid C1(=CC(=CC=C1)S(=O)(=O)O)S(=O)(=O)O